ClC1=C2C(=CC(=C1)O2)CCC 2-chloro-6-n-propyl-1,4-phenylene ether